N-methyl-5-(1-methyl-1H-imidazol-4-yl)-6-((4-(pentafluoro-lambda6-sulfanyl)benzyl)amino)pyridine-3-sulfonamide CNS(=O)(=O)C=1C=NC(=C(C1)C=1N=CN(C1)C)NCC1=CC=C(C=C1)S(F)(F)(F)(F)F